copper-nickel-iron-tungsten [W].[Fe].[Ni].[Cu]